ClC1=CC=C(C=C1)CN1C(N(C2=C1C=CC(=C2)S(=O)(=O)NC2(CC2)C)C)=O 1-[(4-chlorophenyl)methyl]-3-methyl-N-(1-methylcyclopropyl)-2-oxo-benzimidazole-5-sulfonamide